CC1=CC=C(C=C1)S(=O)(=O)C(C#N)=C p-toluenesulphonyl-propenenitrile